CN(S(=O)(=O)C)C1=C(C(=O)N2C3=C(OCC2)C=C(C=C3)S(=O)(=O)Cl)C=CC=C1 4-(2-(N-methylmethylsulfonamido)benzoyl)-3,4-dihydro-2H-benzo[b][1,4]oxazine-7-sulfonyl chloride